C(C)(C)(C)OC(=O)N1CC[C@H](CCC1)N1N=CC(=C1)Br.C(CCCCC(C)C)OC(=O)C1=CC(=C(C=C1)C1=NC(=NC(=N1)C1=CC=CC=C1)C1=CC=CC=C1)OCC 2-(4-isooctyloxycarbonyl-ethoxyphenyl)-4,6-diphenyl-s-triazine tert-Butyl-(4S)-4-(4-bromopyrazol-1-yl)azepane-1-carboxylate